ClC1=C(C(=NC=C1)C)C1=CC=C(C=C1)NC([C@H]([C@@H]1CC(CCC1)(F)F)NC(=O)C=1C(=NOC1)CC)=O N-((S)-2-((4-(4-chloro-2-methylpyridin-3-yl)phenyl)amino)-1-((S)-3,3-difluorocyclohexyl)-2-oxoethyl)-3-ethylisoxazole-4-carboxamide